tert-butyl(7-oxo-7-((5-(4-(((2,2,2-trichloroethoxy)carbonyl) oxy)phenyl) thiazol-2-yl)amino) heptyl)carbamate C(C)(C)(C)OC(NCCCCCCC(NC=1SC(=CN1)C1=CC=C(C=C1)OC(=O)OCC(Cl)(Cl)Cl)=O)=O